C(=O)OC1=C(C2=CC=CC=C2C=C1)CC1=C(C=CC2=CC=CC=C12)OCCN1CCCC1 1-((2-(2-(pyrrolidin-1-yl)ethoxy)naphthalen-1-yl)methyl)naphthalen-2-ol formate